C(C)OC(CN1N=C(C2=C(C1=O)C=C(O2)N(CC2=CC=C(C=C2)OC)CC)C(C)C)=O [2-[ethyl-[(4-methoxyphenyl)methyl]amino]-7-isopropyl-4-oxo-furo[2,3-d]pyridazin-5-yl]acetic acid ethyl ester